C[C@@H]1N(C[C@H](N(C1)C(C)C=1C=C2N=CC=NC2=CC1)C)C=1C=2C(N(C(N1)=O)C)=CN(N2)CC#N 2-(7-((2S,5R)-2,5-dimethyl-4-(1-(quinoxalin-6-yl)ethyl)piperazin-1-yl)-4-methyl-5-oxo-4,5-dihydro-2H-pyrazolo[4,3-d]pyrimidin-2-yl)acetonitrile